OC(C(NCC=1SC=CC1)=O)C1N(CCC1)C(CNC(OCC1=CC=CC=C1)=O)=O benzyl (2-(2-(1-hydroxy-2-oxo-2-((thiophen-2-ylmethyl)amino)ethyl)pyrrolidin-1-yl)-2-oxoethyl)carbamate